C1N(CC12CCOCC2)C=2C=NC1=CC=C(C=C1N2)OC2=CC=C(N)C=C2 4-((3-(7-Oxa-2-azaspiro[3.5]non-2-yl)quinoxalin-6-yl)oxy)aniline